C(C)[Si](C1=C(C=C(C=C1F)NC(=O)[C@H]1C=2C=CC(=NC2CCN1C(CCCC(=O)O)=O)OC)F)(C)C 5-((5R)-5-((4-(ethyl-(dimethyl)silyl)-3,5-difluorophenyl)carbamoyl)-2-methoxy-7,8-dihydro-1,6-naphthyridin-6(5H)-yl)-5-oxopentanoic acid